C(C)(=O)NC1(C(NC2=CC=CC=C2C1)=O)C(=O)OCC ethyl 3-acetylamino-2-oxo-1,2,3,4-tetrahydroquinoline-3-carboxylate